O[C@H]1[C@@H](C2=CC=CC=C2C(C1)(C)C)NC(=O)NC=1C(=NC=C(C1)C)C1CCOCC1 ((1R,2R)-2-hydroxy-4,4-dimethyl-1,2,3,4-tetrahydronaphthalen-1-yl)-3-(5-methyl-2-(tetrahydro-2H-pyran-4-yl)pyridin-3-yl)urea